NC1C[C@H]2CC[C@@H](C1)N2C(C(F)(F)C=2C=C(C(=O)NC1=CC(=C(C=C1)F)C)C=CC2F)=O 3-(2-((1R,3r,5S)-3-amino-8-azabicyclo[3.2.1]octan-8-yl)-1,1-difluoro-2-oxoethyl)-4-fluoro-N-(4-fluoro-3-methylphenyl)benzamide